CN1C(C(=C(C2=CC=C(C=C12)OC1CCOCC1)N1CCC(CC1)C=1OC2=C(N1)C=C(C=C2)C)C(=O)N)=O 1-methyl-4-[4-(5-methyl-1,3-benzoxazol-2-yl)piperidin-1-yl]-7-[(oxan-4-yl)oxy]-2-oxo-1,2-dihydroquinoline-3-carboxamide